C(=C)N1C(=NC(=C1C)C)C 1-vinyl-2,4,5-trimethyl-imidazole